3-[2-(8-chloro-4-oxo-chromen-2-yl)-4,5-dimethoxy-phenoxy]propanoic acid ClC=1C=CC=C2C(C=C(OC12)C1=C(OCCC(=O)O)C=C(C(=C1)OC)OC)=O